tert-butyl (2R,3R)-2-[4-[cyclopentyl (pyrido[3,2-d]pyrimidin-4-yl)amino]phenyl]-3-[[4-methyl-3-(trifluoromethyl)phenyl]carbamoyl]piperidine-1-carboxylate C1(CCCC1)N(C1=CC=C(C=C1)[C@@H]1N(CCC[C@H]1C(NC1=CC(=C(C=C1)C)C(F)(F)F)=O)C(=O)OC(C)(C)C)C=1C2=C(N=CN1)C=CC=N2